methyl 4-hydrazino-1-(2-ethyl-6-fluorophenyl)-6-oxo-1,6-dihydropyridazine-3-carboxylate N(N)C=1C(=NN(C(C1)=O)C1=C(C=CC=C1F)CC)C(=O)OC